trans-5-(2-(4-Chloro-3-(pyrrolidin-1-yl)phenyl)cyclopropyl)-2,2'-bipyrimidine ClC1=C(C=C(C=C1)[C@H]1[C@@H](C1)C=1C=NC(=NC1)C1=NC=CC=N1)N1CCCC1